FC=1C=C(CC2C(NCC2)=O)C=C(C1F)F 3-(3,4,5-trifluorobenzyl)pyrrolidin-2-one